rac-N-(6-amino-5-ethyl-3-pyridyl)-2-[(2R)-2-(3-chloro-4-fluoro-phenyl)-4-[1-(trifluoromethyl)cyclopropanecarbonyl]piperazin-1-yl]-2-oxo-acetamide NC1=C(C=C(C=N1)NC(C(=O)N1[C@@H](CN(CC1)C(=O)C1(CC1)C(F)(F)F)C1=CC(=C(C=C1)F)Cl)=O)CC |r|